ClC1=C(C=C(C=C1)Cl)B(O)O (2,5-dichlorophenyl)boronic acid